C(C)(=O)C=1N(C=CN1)CC(=O)O (2-ACETYL-1H-IMIDAZOL-1-YL)ACETIC ACID